C(C)(C)(C)OC(C(CC1=CC(=C(C=C1)F)C1=NC(=C(C=C1)F)Cl)(C)C)=O 3-(3-(6-chloro-5-fluoropyridin-2-yl)-4-fluorophenyl)-2,2-dimethylpropionic acid tert-butyl ester